ClC=1C=CC(=C(C1)C1=CC(=CN=N1)NC1=NC=2C(=NC=CC2)N1COCC[Si](C)(C)C)F 6-(5-chloro-2-fluorophenyl)-N-(3-{[2-(trimethylsilyl)ethoxy]methyl}-3H-imidazo[4,5-b]pyridin-2-yl)pyridazin-4-amine